tert-butylperoxy Butylcumyl peroxide C(CCC)CC(C)(C1=CC=CC=C1)OOOOC(C)(C)C